FC1CN(CC1)C(=O)C1=CC=C(C=C1)NC1=NC=C(C(=N1)NCC=1C(=NC=CC1)N(S(=O)(=O)C)C)C(F)(F)F N-[3-({[2-({4-[(3-fluoropyrrolidin-1-yl)carbonyl]phenyl}amino)-5-(trifluoromethyl)pyrimidin-4-yl]amino}methyl)pyridin-2-yl]-N-methylmethane-sulfonamide